ortho-hydroxybenzyl-aminobenzoxazine OC1=C(CC2=C(NOC3=C2C=CC=C3)N)C=CC=C1